ClC=1C(=CC(=C(C1)N1C(C=CC2=CC(=CC=C12)S(=O)(=O)N(CC1=CC=C(C=C1)OC)C1=NOC=C1)=O)OC)C1C(C1)C(F)(F)F (P)-1-(5-chloro-2-methoxy-4-(2-(trifluoromethyl)cyclopropyl)phenyl)-N-(isoxazol-3-yl)-N-(4-methoxybenzyl)-2-oxo-1,2-dihydroquinoline-6-sulfonamide